tert-butyl 4-[1-(4-tert-butylphenyl)-5-methyl-pyrazol-3-yl]-3,6-dihydro-2H-pyridine-1-carboxylate C(C)(C)(C)C1=CC=C(C=C1)N1N=C(C=C1C)C=1CCN(CC1)C(=O)OC(C)(C)C